C(C1=CC=CC=C1)OC=1C=CC(=C(C1C1=CC(=C(C=C1)Cl)C(F)(F)F)O)C1=CC(=NN1C)C(F)(F)F 6-(benzyloxy)-4'-chloro-3-(1-methyl-3-(trifluoromethyl)-1H-pyrazol-5-yl)-3'-(trifluoromethyl)-[1,1'-biphenyl]-2-ol